C(CC=C)N(C1=CC=CC=C1)CC(C)C N-(but-3-en-1-yl)-N-isobutylaniline